oxacyclotetradec[4,3-d]oxazol-2,6,8,14(1H,7H,9H)-tetraon O1C(N=C2C1=CC(C=CC=CCC(OC(C=C2)=O)=O)=O)=O